C1(CC1)C1=NN(C=C1C=1C=NC=CC1)[C@@H]1C[C@H](C1)CNC=1C=C2C(N(C(C2=CC1)=O)C1C(NC(CC1)=O)=O)=O 5-(((trans-3-(3-cyclopropyl-4-(pyridin-3-yl)-1H-pyrazol-1-yl)cyclobutyl)methyl)amino)-2-(2,6-dioxopiperidin-3-yl)isoindoline-1,3-dione